FC(C=1OC(=NN1)C=1C=NC(=CC1)CN1N=NC(=C1)C=1C(=NC=CC1)OC)F 2-(difluoromethyl)-5-(6-((4-(2-methoxypyridin-3-yl)-1H-1,2,3-triazol-1-yl)methyl)pyridin-3-yl)-1,3,4-oxadiazole